4-(7-(4-(cyclopropanecarbonyl)piperazin-1-yl)imidazo[1,2-a]pyridin-3-yl)-N-cyclopropyl-2-(difluoromethoxy)-6-methoxybenzamide C1(CC1)C(=O)N1CCN(CC1)C1=CC=2N(C=C1)C(=CN2)C2=CC(=C(C(=O)NC1CC1)C(=C2)OC)OC(F)F